C(CCCCC)C(C(=O)OCCCCCC(CCCCCOC(CN(C)C(C(CCCCCCCC)CCCCCC)=O)=O)NCCCCO[Si](C1=CC=CC=C1)(C1=CC=CC=C1)C(C)(C)C)CCCCCCCC 6-((4-((tert-Butyldiphenylsilyl)oxy)butyl)amino)-11-((N-(2-hexyldecanoyl)-N-methyl-glycyl)oxy)undecyl 2-hexyldecanoate